C(C)C1=C(C=C(C(=C1)O)F)C1=CC=C2C(=NNC2=C1)C=1NC=C(N1)CCC(C)S(=O)(=O)N ((2-(6-(2-ethyl-5-fluoro-4-hydroxyphenyl)-1H-indazol-3-yl)-1H-imidazol-4-yl)methyl)propane-2-sulfonamide